(R)-4-((3-cyanophenyl)((8-methyl-4-oxochroman-7-yl)oxy)methyl)benzamide C(#N)C=1C=C(C=CC1)[C@@H](C1=CC=C(C(=O)N)C=C1)OC1=CC=C2C(CCOC2=C1C)=O